ClC1=CC(=C2C(=N1)N(C=C2)[C@@H]2O[C@@H]([C@@H]1[C@H]2OC(O1)(C)C)COCP(OCC)(OCC)=O)N[C@H](C)C1=CC=CC=C1 Diethyl ((((3aR,4R,6R,6aR)-6-(6-chloro-4-(((R)-1-phenylethyl)amino)-1H-pyrrolo[2,3-b]pyridin-1-yl)-2,2-dimethyltetrahydrofuro[3,4-d][1,3]dioxol-4-yl)methoxy)methyl)phosphonate